C(C)(C)(C)C1=CC=C(C=C1)N(C(=O)[C@@H]1N(C[C@@H](C1)O)C#N)C(C(=O)NC1CCCCC1)C=1C=NC=CC1 (2R,4R)-N-(4-tert-butylphenyl)-1-cyano-N-[2-(cyclohexylamino)-2-oxo-1-(3-pyridyl)ethyl]-4-hydroxy-pyrrolidine-2-carboxamide